C1(=CC=CC=C1)C1=NC(=CC(=N1)C=1C=C(C=C(C1)N1C2=CC=CC=C2C=2C=C(C=CC12)C1=CC2=C(OC3=C2C=CC=C3)C=C1)N1C3=CC=CC=C3C=3C=C(C=CC13)C1=CC3=C(OC2=C3C=CC=C2)C=C1)C1=CC=CC=C1 9,9'-(5-(2,6-diphenylpyrimidin-4-yl)-1,3-phenylene)bis(3-(dibenzo[b,d]furan-2-yl)-9H-carbazole)